O1N=C(C=C1)OC/C=C/CCCNC(OC(C)(C)C)=O Tert-Butyl N-[(E)-6-isoxazol-3-yloxyhex-4-enyl]carbamate